P(=O)(OOCCCCCCNC(C(N)C(C)=O)=O)([O-])[O-] acetyl-9-amino-8-oxo-7-aza-nonyloxy phosphate